(7R)-2-{2-[1-(cyclopropylmethyl)-6-(4-methanesulfonylpiperidin-1-yl)-1H-indol-2-yl]-7-methoxy-1-methyl-1H-1,3-benzodiazole-5-carbonyl}-2-azabicyclo[2.2.1]heptan-7-amine C1(CC1)CN1C(=CC2=CC=C(C=C12)N1CCC(CC1)S(=O)(=O)C)C1=NC2=C(N1C)C(=CC(=C2)C(=O)N2C1CCC(C2)[C@H]1N)OC